2,5-dihydroxy-4-((3,4,5-trihydroxycyclohexyl)methylaminocarbonyl)benzoic acid OC1=C(C(=O)O)C=C(C(=C1)C(=O)NCC1CC(C(C(C1)O)O)O)O